tert-Butyl 4-((4-(pyrazolo[1,5-b]pyridazin-3-yl)-1H-pyrrolo[2,3-b]pyridin-2-yl)methyl)piperazine-1-carboxylate N1=CC(=C2N1N=CC=C2)C2=C1C(=NC=C2)NC(=C1)CN1CCN(CC1)C(=O)OC(C)(C)C